O[C@H]1[C@@H]([C@@H]2[C@@H](OC[C@H](CC2)C=2C=C(C(=O)OCC)C=CC2)C1)\C=C\[C@H](COC1=CC=CC=C1)O Ethyl 3-{(3R,5aR,6R,7R,8aS)-7-hydroxy-6-[(1E,3R)-3-hydroxy-4-phenoxy-1-buten-1-yl]octahydro-2H-cyclopenta[b]oxepin-3-yl}benzoate